COC(C1=CC(=C(C=C1)CN1N=C(C=2N=C(N=C(C21)NCCCC)NC(=O)OC)C)OC)=O 4-((7-(butylamino)-5-((methoxycarbonyl)amino)-3-methyl-1H-pyrazolo[4,3-d]Pyrimidin-1-yl)methyl)-3-methoxybenzoic acid methyl ester